bicyclo-[2.2.1]-heptane-2,3-dicarboxylic acid C12C(C(C(CC1)C2)C(=O)O)C(=O)O